(R)-N-(1-(3-(difluoromethyl)-2-fluorophenyl)ethyl)-2-methyl-6-phenylpyrido[2,3-d]pyrimidin-4-amine FC(C=1C(=C(C=CC1)[C@@H](C)NC=1C2=C(N=C(N1)C)N=CC(=C2)C2=CC=CC=C2)F)F